2-(3-{3-[(1-methoxy-2-methylpropan-2-yl)amino]pyrrolidin-1-yl}-1,2,4-triazin-6-yl)-5-(1H-pyrazol-4-yl)phenol dihydrochloride Cl.Cl.COCC(C)(C)NC1CN(CC1)C=1N=NC(=CN1)C1=C(C=C(C=C1)C=1C=NNC1)O